FC=1C=C(C=C(C1)F)[C@H]1N(OCC1)C(=O)[C@@H]1CC[C@H](CC1)CC=1N(N=CC1)C trans-[(3S)-3-(3,5-difluorophenyl)isoxazolidin-2-yl]-[4-[(2-methylpyrazol-3-yl)methyl]cyclohexyl]methanone